tert-butyl (R)-4-(4-(1-nitro-6,7,8,9-tetrahydro-5H-benzo[7]annulen-5-yl)piperazin-1-yl)-2-((1-((2-(trimethylsilyl)ethoxy)methyl)-1H-pyrrolo[2,3-b]pyridin-5-yl)oxy)benzoate [N+](=O)([O-])C1=CC=CC2=C1CCCC[C@H]2N2CCN(CC2)C2=CC(=C(C(=O)OC(C)(C)C)C=C2)OC=2C=C1C(=NC2)N(C=C1)COCC[Si](C)(C)C